(R)-2-(2,2,7-trifluoro-3-oxo-6-(perfluorophenyl)-2,3-dihydro-4H-benzo[b][1,4]oxazin-4-yl)pentanoic acid FC1(C(N(C2=C(O1)C=C(C(=C2)C2=C(C(=C(C(=C2F)F)F)F)F)F)[C@@H](C(=O)O)CCC)=O)F